phenylindolin-5-amine C1(=CC=CC=C1)N1CCC2=CC(=CC=C12)N